COC1=NC=CC=N1 methyl-oxy-pyrimidine